5-isopropyl-8-(pyrrolidin-1-yl)-2,7-naphthyridin C(C)(C)C1=C2C=CN=CC2=C(N=C1)N1CCCC1